(2R)-2-(6-{5-chloro-2-[(oxan-4-yl)amino]pyrimidin-4-yl}-1-oxo-2,3-dihydro-1H-isoindol-2-yl)-N-[(1S)-1-(4-chloro-3-fluorophenyl)-2-hydroxyethyl]propanamide ClC=1C(=NC(=NC1)NC1CCOCC1)C1=CC=C2CN(C(C2=C1)=O)[C@@H](C(=O)N[C@H](CO)C1=CC(=C(C=C1)Cl)F)C